O=C1NC2(C1)CN(CCC2)C(=O)OCC2=CC=CC=C2 benzyl 2-oxo-1,6-diazaspiro[3.5]nonane-6-carboxylate